C(C)[C@@H]1CN(S(C2=C(O1)N=CC=C2)(=O)=O)CC=2C=C(C=CC2C)CCC(=O)O 3-(3-(((R)-4-ethyl-1,1-dioxido-3,4-dihydro-2H-pyrido[2,3-b][1,4,5]oxathiazepin-2-yl)methyl)-4-methylphenyl)propanoic acid